3-[(isopropylsulfonyl)methyl]-N-(5-methyl-1,3,4-oxadiazol-2-yl)-5-(trifluoromethyl)-1,2,4-triazolo[4,3-a]pyridine-8-carboxamide C(C)(C)S(=O)(=O)CC1=NN=C2N1C(=CC=C2C(=O)NC=2OC(=NN2)C)C(F)(F)F